ClC1=NC=C(C=N1)C1=C(C=C(C#N)C=C1)C=O 4-(2-Chloropyrimidin-5-yl)-3-formylbenzonitrile